(S)-(9H-fluoren-9-yl)methyl (1-amino-1-oxo-3-phenylpropan-2-yl)carbamate NC([C@H](CC1=CC=CC=C1)NC(OCC1C2=CC=CC=C2C=2C=CC=CC12)=O)=O